2-methoxy-1-methyl-1H-purin-6(7H)-one COC=1N(C(C=2NC=NC2N1)=O)C